NCCP(=O)(O)O ciliatine